(S)-(1-((4-hydroxybenzyl)amino)-1-oxopent-2-yl)carbamic acid tert-butyl ester C(C)(C)(C)OC(N[C@H](C(=O)NCC1=CC=C(C=C1)O)CCC)=O